trans-3a-Methoxy-hexahydro-pyrrolo[3,4-c]pyrrole-2-carboxylic acid 3-(2,2-dimethyl-propionylamino)-5-trifluoromethyl-pyridin-2-ylmethyl ester dihydrochloride Cl.Cl.CC(C(=O)NC=1C(=NC=C(C1)C(F)(F)F)COC(=O)N1C[C@H]2CNC[C@@]2(C1)OC)(C)C